1-methyl-4-(6-morpholino-[1,2,4]triazolo[1,5-a]pyridin-2-yl)-2,7-naphthyridine-1,6-diamine CC1(NC=C(C2=CC(=NC=C12)N)C1=NN2C(C=CC(=C2)N2CCOCC2)=N1)N